C(C1=CC=CC=C1)OC=1C(C(=CN2N3[C@@H](C=C[C@@H](N(C(C21)=O)C3)C)C)C(=O)NCC3=C(C=C(C=C3)F)F)=O (1S,2R,5S)-8-(benzyloxy)-N-(2,4-difluorobenzyl)-2,5-dimethyl-7,9-dioxo-2,5,7,9-tetrahydro-1,6-methanopyrido[1,2-b][1,2,5]triazonine-10-carboxamide